1-Ethyl formate C(=O)OCC